C(C)OC(=O)C=1C(=NN(C1)CC)C 1-ethyl-3-methyl-1H-pyrazole-4-carboxylic acid ethyl ester